N-[5-[2-[4-[[2-[tert-butyl(dimethyl)silyl]oxyethyl-cyclopropyl-amino]methyl]-2-pyridyl]ethynyl]-8-(methylamino)-2,7-naphthyridin-3-yl]cyclopropanecarboxamide [Si](C)(C)(C(C)(C)C)OCCN(C1CC1)CC1=CC(=NC=C1)C#CC1=C2C=C(N=CC2=C(N=C1)NC)NC(=O)C1CC1